NC1=CC(=NC=C1)NC(OC(C)(C)C)=O tert-butyl N-(4-aminopyridin-2-yl)carbamate